N(/N)=C\1/CC[C@@H]2[C@@]1(CC[C@@H]1[C@]3(CCC=4N=C(SC4C3=CC[C@@H]21)NC2=NC=CC=N2)C)C (5aR,5bS,7aS,10aS,10bR,E)-8-hydrazineylidene-5a,7a-dimethyl-N-(pyrimidin-2-yl)-5,5a,5b,6,7,7a,8,9,10,10a,10b,11-dodecahydro-4H-cyclopenta[7,8]phenanthro[2,1-d]thiazol-2-amine